7-((1H-Imidazol-1-yl)methyl)-2-(6-ethyl-8-morpholino-1,7-naphthyridin-4-yl)-5-(1-methyl-3-(trifluoromethyl)-1H-pyrazol-4-yl)-3,4-dihydroisoquinolin-1(2H)-one N1(C=NC=C1)CC1=CC(=C2CCN(C(C2=C1)=O)C1=CC=NC2=C(N=C(C=C12)CC)N1CCOCC1)C=1C(=NN(C1)C)C(F)(F)F